OCCCCCCCCCCCCCCCC1=CC(CCC1(C)C)=O 3-(15-hydroxypentadecyl)-4,4-dimethylcyclohex-2-en-1-one